tert-Butyl (4S)-4-[3-[3-[[2-chloro-6-(3-fluoro-5-isobutoxy-phenyl) pyridine-3-carbonyl] sulfamoyl] pyrazol-1-yl] propyl]-2,2-dimethyl-pyrrolidine-1-carboxylate ClC1=NC(=CC=C1C(=O)NS(=O)(=O)C1=NN(C=C1)CCC[C@H]1CC(N(C1)C(=O)OC(C)(C)C)(C)C)C1=CC(=CC(=C1)OCC(C)C)F